tert-butyl 3-[4-[3-chloro-4-(2-pyridylmethoxy)anilino]quinazolin-6-yl]piperidine-1-carboxylate ClC=1C=C(NC2=NC=NC3=CC=C(C=C23)C2CN(CCC2)C(=O)OC(C)(C)C)C=CC1OCC1=NC=CC=C1